6-[(1S)-3-azabicyclo[4.1.0]heptan-1-yl]-N-(3-chloro-2-fluoro-phenyl)quinazolin-4-amine [C@@]12(CNCCC2C1)C=1C=C2C(=NC=NC2=CC1)NC1=C(C(=CC=C1)Cl)F